ClC=1N=C(SC1C#N)OCC 4-chloro-2-ethoxythiazole-5-carbonitrile